COC=1N(C=C(N1)C=1C(=NC=CC1)N1CCN(CC1)C)C(=O)NCC#CC(C)C 2-Methoxy-N-(4-methylpent-2-yn-1-yl)-4-(2-(4-methylpiperazin-1-yl)pyridin-3-yl)-1H-imidazole-1-carboxamide